N,N-dimethyl-octadecylamine oxide C[N+](C)(CCCCCCCCCCCCCCCCCC)[O-]